OC1CC(C1)N1CCC(CC1)S(=O)(=O)N 1-(3-hydroxycyclobutyl)piperidine-4-sulfonamide